2-fluoro-7-methoxy-10-tolyl-5,10-dihydro-11H-dibenzo[b,e][1,4]diazepin-11-one FC1=CC2=C(NC3=C(N(C2=O)C2=C(C=CC=C2)C)C=CC(=C3)OC)C=C1